2,4,7,9-Tetramethyldec-5-yne-4,7-diol CC(C)CC(C#CC(CC(C)C)(O)C)(O)C